BrC=1C2=C(C(NC1C=1C=NN(C1)COCC[Si](C)(C)C)=O)N=CS2 7-bromo-6-(1-((2-(trimethylsilyl)ethoxy)methyl)-1H-pyrazol-4-yl)thiazolo[4,5-c]pyridin-4(5H)-one